7-((4-(2,6-dimethylmorpholino)phenyl)amino)-2-ethyl-2H-benzo[b][1,4]oxazin-3(4H)-one CC1OC(CN(C1)C1=CC=C(C=C1)NC=1C=CC2=C(OC(C(N2)=O)CC)C1)C